N-(5-((1R,3S)-3-(2-isopropylphenoxy)cyclopentyl)-1H-pyrazol-3-yl)-2-(3-methylisoxazol-5-yl)acetamide C(C)(C)C1=C(O[C@@H]2C[C@@H](CC2)C2=CC(=NN2)NC(CC2=CC(=NO2)C)=O)C=CC=C1